C(CCCCCC)C1=C(C=CC(=C1)Cl)O n-Heptyl-p-Chlorophenol